N-[3-(N,N-dioctylamino)-4-methoxyphenyl]-2-ethylhexanamide C(CCCCCCC)N(CCCCCCCC)C=1C=C(C=CC1OC)NC(C(CCCC)CC)=O